NC1=CC=C(C=C1)C=1C2=CC=C(N2)C(=C2C=CC(C(=C3C=CC(=C(C=4C=CC1N4)C4=CC=CC=C4)N3)C3=CC=CC=C3)=N2)C2=CC=CC=C2 5-p-aminophenyl-10,15,20-triphenylporphyrin